2,6-difluoro-3-(propylsulfonylamino)benzoic acid FC1=C(C(=O)O)C(=CC=C1NS(=O)(=O)CCC)F